1-benzyl 3-methyl 4-hydroxy-3-methylpiperidine-1,3-dicarboxylate OC1C(CN(CC1)C(=O)OCC1=CC=CC=C1)(C(=O)OC)C